tert-Butyl (7-bromo-1-methyl-1,2,3,4-tetrahydro-1,8-naphthyridin-4-yl)-(((S)-5-oxopyrrolidin-2-yl)methyl)carbamate BrC1=CC=C2C(CCN(C2=N1)C)N(C(OC(C)(C)C)=O)C[C@H]1NC(CC1)=O